4-(((1R,4r)-4-(3-((1r,3R,5S,7R)-3,5-dimethyladamantan-1-yl)ureido)cyclohexyl)oxy)benzamide C[C@]12CC3(CC(C[C@@](C1)(C3)C)C2)NC(NC2CCC(CC2)OC2=CC=C(C(=O)N)C=C2)=O